1-[(1S,4S)-5-[4-[3-chloro-2-fluoro-4-(trifluoromethoxy)anilino]pyrimido[5,4-d]pyrimidin-6-yl]-2,5-diazabicyclo[2.2.1]heptan-2-yl]prop-2-en-1-one ClC=1C(=C(NC=2C3=C(N=CN2)C=NC(=N3)N3[C@@H]2CN([C@H](C3)C2)C(C=C)=O)C=CC1OC(F)(F)F)F